2-chloro-4-(4-fluoro-1-methyl-1H-indol-3-yl)-7-tosyl-7H-pyrrolo[2,3-d]pyrimidine ClC=1N=C(C2=C(N1)N(C=C2)S(=O)(=O)C2=CC=C(C)C=C2)C2=CN(C1=CC=CC(=C21)F)C